6-((4-((2-Cyclopropyl-4-phenylthiazol-5-yl)oxy)pyridin-2-yl)amino)picolinamide C1(CC1)C=1SC(=C(N1)C1=CC=CC=C1)OC1=CC(=NC=C1)NC1=CC=CC(=N1)C(=O)N